acetic acid, 3-methyl-6-oxo-2-hexenyl ester C(C)(=O)OCC=C(CCC=O)C